5-cyano-N-(3-(isoxazol-5-yl)-1H-indazol-5-yl)-3-methylpicolinamide C(#N)C=1C=C(C(=NC1)C(=O)NC=1C=C2C(=NNC2=CC1)C1=CC=NO1)C